OCC(CO)N(CCC[C@H](C(C)C)N1CC2(C1)CN(CC2)C=2N=CN=NC2OC2=C(C(=O)N(C(C)C)CC)C=C(C=C2)F)C (R)-2-((5-(2-(6-((1,3-dihydroxypropan-2-yl)(methyl)amino)-2-methylhexan-3-yl)-2,6-diazaspiro[3.4]oct-6-yl)-1,2,4-triazin-6-yl)oxy)-N-ethyl-5-fluoro-N-isopropylbenzamide